3-(6-Chloropyridin-3-yl)-N-(5-methyl-1-(pyridin-4-yl)-1H-pyrazol-4-yl)propenamide ClC1=CC=C(C=N1)C=CC(=O)NC=1C=NN(C1C)C1=CC=NC=C1